BrC1=C2C(N(C(C2=CC=C1)=O)C1C(NC(CC1)=O)=O)=O 4-bromo-2-(2,6-dioxopiperidin-3-yl)-isoindole-1,3-dione